The molecule is a glutathione conjugate in which the mercapto hydrogen of glutathione has been replaced by a 1,4-dihydroxy-3-methylnaphthalen-2-yl group It is an aryl sulfide, a member of naphthalenediols and a glutathione conjugate. It derives from a menadiol. It is a conjugate acid of a S-(1,4-dihydroxy-3-methylnaphthalen-2-yl)glutathione(1-). CC1=C(C2=CC=CC=C2C(=C1SC[C@@H](C(=O)NCC(=O)O)NC(=O)CC[C@@H](C(=O)O)N)O)O